FC(C=1C(=C(C=CC1)[C@@H](C)NC1=NC(=NC2=CC(=C(C=C12)OC)C(=O)N1CCOCC1)C)F)F (R)-(4-((1-(3-(difluoromethyl)-2-fluorophenyl)ethyl)amino)-6-methoxy-2-methyl-quinazolin-7-yl)(morpholino)methanone